BrC1=CC2=C(C=3C=CC(OC3C=C2)=O)C=C1 8-bromo-3H-benzo[f]chromen-3-one